trans-3-(1-(4-fluoro-3-methylphenyl)-5-hydroxy-2-(trifluoromethyl)-1H-indol-3-yl)-1-methylcyclobutane-1-carboxylic acid FC1=C(C=C(C=C1)N1C(=C(C2=CC(=CC=C12)O)C1CC(C1)(C(=O)O)C)C(F)(F)F)C